N-(4'-amino-5-(2-methoxyethoxy)-[2,3'-bipyridin]-6'-yl)acetamide NC1=C(C=NC(=C1)NC(C)=O)C1=NC=C(C=C1)OCCOC